C(C)(C)(C)OC(=O)N(C(OC(C)(C)C)=O)C1=NN2C(C=C(C=C2)C2=CN=NC(=C2)C=2C=NN(C2)C(C)C2=CC=C(C=C2)F)=N1 tert-butyl (tert-butoxycarbonyl)(7-(6-(1-(1-(4-fluorophenyl)ethyl)-1H-pyrazol-4-yl)pyridazin-4-yl)-[1,2,4]triazolo[1,5-a]pyridin-2-yl)carbamate